4-amino-7-fluoro-2,3-dihydrofuro[3,2-c]quinoline-8-carboxylic acid NC1=NC=2C=C(C(=CC2C2=C1CCO2)C(=O)O)F